NC1=NC=C(C2=C1C(=C(N2C)C2=C(C=C(C=C2)NC(=O)C(=C)F)C)C=2C=C(C(=NC2)C(=O)NC2(CC2)C(F)(F)F)Cl)Br 5-(4-amino-7-bromo-2-{4-[(2-fluoroacrylamino)]-2-methylphenyl}-1-methylpyrrolo[3,2-c]pyridin-3-yl)-3-chloro-N-[(Trifluoromethyl)cyclopropyl]pyridine-2-carboxamide